(thien-3-yl)cyclopropane-1-carboxylic acid S1C=C(C=C1)C1(CC1)C(=O)O